2-aminoethyl propylene phosphate P1(=O)(OCCN)OCC(C)O1